(4-(3-amino-6-(piperidin-4-yl)-1H-pyrazolo[4,3-c]pyridin-4-yl)benzyl)-5-fluoro-2-methoxybenzamide NC1=NNC2=C1C(=NC(=C2)C2CCNCC2)C2=CC=C(CC=1C(=C(C(=O)N)C=C(C1)F)OC)C=C2